4-(4-((3-methylbutyl)sulfonamido)phenyl)-1H-pyrrolo[2,3-b]pyridin CC(CCS(=O)(=O)NC1=CC=C(C=C1)C1=C2C(=NC=C1)NC=C2)C